methyl 3-fluoro-5-((3-(methylsulfonyloxymethyl)phenoxy)methyl)benzoate FC=1C=C(C(=O)OC)C=C(C1)COC1=CC(=CC=C1)COS(=O)(=O)C